C(CC)(=O)N[C@@H](C(C)C)C(=O)O propionyl-valine